sodium lauroyl-taurine potassium bromide [Br-].[K+].C(CCCCCCCCCCC)(=O)NCCS(=O)(=O)O.[Na+].[Br-]